3-(5-acetyl-2-furyl)acrylic acid C(C)(=O)C1=CC=C(O1)C=CC(=O)O